C(C)(C)(C)OC(=O)N1C2CCC1CC2 7-azabicyclo[2.2.1]Heptane-7-carboxylic acid tert-butyl ester